4-methyl-7-[(3aR,4R,6R,6aR)-2,2-dimethyl-6-[(1R)-7-chloro-1,3,4,5-tetrahydro-2-benzoxepin-1-yl]-3a,4,6,6a-tetrahydrofuro[3,4-d][1,3]dioxol-4-yl]pyrrolo[2,3-d]pyrimidine CC=1C2=C(N=CN1)N(C=C2)[C@@H]2O[C@@H]([C@H]1OC(O[C@H]12)(C)C)[C@@H]1OCCCC2=C1C=CC(=C2)Cl